O=C1NC(CCC1N1C(C2=CC=C(C=C2C1=O)N1[C@H]2CN([C@@H](C1)C2)CO)=O)=O ((1R,4R)-5-(2-(2,6-Dioxopiperidin-3-yl)-1,3-dioxoisoindoline-5-yl)-2,5-diazabicyclo[2.2.1]heptane-2-yl)methanol